5,8-diamino-6-fluoro-1-tetralone NC1=C2CCCC(C2=C(C=C1F)N)=O